C(C)(C)OC1=CC=C(C(=N1)[N+](=O)[O-])\C=N\C12COC(C1)(C2)C (E)-1-(6-isopropoxy-2-nitropyridin-3-yl)-N-(1-methyl-2-oxabicyclo[2.1.1]hexan-4-yl)methanimine